3,5-dimethyl-1-ethynyl-cyclohexanol CC1CC(CC(C1)C)(O)C#C